FC1=C(C=CC=C1)N1CCN(CC1)C(=O)NC1=CC=C(C=C1)C 4-(2-fluorophenyl)-N-(p-tolyl)piperazine-1-carboxamide